1-(difluoromethylene)-5-(1-{[(1R,2R)-2-hydroxycyclohexyl]amino}pyrido[4,3-d][1,2]diazin-4-yl)-2,3-dihydro-1H-inden-4-ol FC(=C1CCC=2C(=C(C=CC12)C=1C2=C(C(=NN1)N[C@H]1[C@@H](CCCC1)O)C=CN=C2)O)F